C([C@@H](O)[C@H](O)[C@H](O)[C@@H](O)CO)O L-galactitol